bis(4-cyanatophenyl)-2-methylhexane O(C#N)C1=CC=C(C=C1)C(C(CCCC)C)C1=CC=C(C=C1)OC#N